O=C1NC(CCC1C1=CC=C(C=C1)N1C2CN(C(C1)C2)C(=O)OC(C)(C)C)=O tert-butyl 5-[4-(2,6-dioxopiperidin-3-yl)phenyl]-2,5-diazabicyclo[2.2.1]heptane-2-carboxylate